N-Tetradecyl-N,N-dimethylglycine CCCCCCCCCCCCCC[N+](C)(C)CC(=O)[O-]